(S)-2-(benzothiophen-3-yl)propionic acid S1C=C(C2=C1C=CC=C2)[C@@H](C(=O)O)C